COC(C(C)C1N(CCC1)C)=O 2-(1-Methylpyrrolidin-2-yl)propionic acid methyl ester